ClC=1C=C(CNC(CSC=2NC=C(N2)C(=O)O)=O)C=CC1 2-((2-((3-CHLOROBENZYL)AMINO)-2-OXOETHYL)THIO)-1H-IMIDAZOLE-4-CARBOXYLIC ACID